5-chloro-4-(1-(2-fluorophenyl)-1H-pyrazol-4-yl)pyrimidine ClC=1C(=NC=NC1)C=1C=NN(C1)C1=C(C=CC=C1)F